FC1=CC=C(C=C1)N1N=C(C(=C1)C=1N(N=CC1)C)C1CN(CC1)C(C=C)=O 1-(3-(1'-(4-fluorophenyl)-2-methyl-1'H,2H-[3,4'-bipyrazol]-3'-yl)pyrrolidin-1-yl)prop-2-en-1-one